tert-butyl (R)-7-((S)-1-(4-fluorophenyl)-1,2,3,4-tetrahydroisoquinoline-2-carbonyl)-1,4-oxazepane-4-carboxylate FC1=CC=C(C=C1)[C@@H]1N(CCC2=CC=CC=C12)C(=O)[C@H]1CCN(CCO1)C(=O)OC(C)(C)C